p-tolyl (5-methyl-6-(1-methyl-1H-pyrazol-4-yl)-2-phenylpyridin-3-yl)carbamate CC=1C=C(C(=NC1C=1C=NN(C1)C)C1=CC=CC=C1)NC(OC1=CC=C(C=C1)C)=O